C(C)(C)(C)[Si](N(C(C(F)(F)F)=O)C)(C)C N-(tertbutyldimethylsilyl)-N-methyltrifluoroacetamide